3-Bromo-N-(3-(1-(difluoromethyl)-1H-pyrazol-4-yl)-1H-indazol-5-yl)-2,6-dimethylbenzamide BrC=1C(=C(C(=O)NC=2C=C3C(=NNC3=CC2)C=2C=NN(C2)C(F)F)C(=CC1)C)C